C1=CC=CC=2C3=CC=CC=C3[O+](PC12)[O-] 9,10-dihydro-9-oxa-10-phosphaphenanthrene-O-oxide